BrC1=C(C=C(C(=O)NC2=CC(=CC=C2)[N+](=O)[O-])C=C1)S(NC1=CC=C(C=C1)Cl)(=O)=O 4-bromo-3-(N-(4-chlorophenyl)sulfamoyl)-N-(3-nitrophenyl)benzamide